dibromodigermane Br[GeH]([GeH3])Br